CNC(=O)C1=CC=C(C=N1)N1CCN(CC1)C1CC(CC1)C(=O)NN1C(=C(C=C1)C(F)(F)F)C(=O)OC methyl 1-(3-(4-(6-(methylcarbamoyl)pyridin-3-yl)piperazin-1-yl)cyclopentane-1-carboxamido)-3-(trifluoromethyl)-1H-pyrrole-2-carboxylate